C([C@@H](O)[C@H](O)[C@@H](O)[C@H](O)CO)O D-Iditol